4,5,6,7-tetrahydro-2H-benzo[d][1,2,3]triazole N=1NN=C2C1CCCC2